N,N'-diacetyl-hydrazine Methyl-2-chloro-6-hydroxynicotinate COC(C1=C(N=C(C=C1)O)Cl)=O.C(C)(=O)NNC(C)=O